(R)-2-(7-octenyl)Alanine C(CCCCCC=C)[C@](N)(C)C(=O)O